N-[(4S,5S)-7-ethyl-4-(4-fluorophenyl)-6-oxo-1-phenyl-3-[(prop-2-enamido)methyl]-1H,4H,5H,6H,7H-pyrazolo[3,4-b]pyridin-5-yl]-3-(trifluoromethyl)benzamide C(C)N1C2=C([C@@H]([C@@H](C1=O)NC(C1=CC(=CC=C1)C(F)(F)F)=O)C1=CC=C(C=C1)F)C(=NN2C2=CC=CC=C2)CNC(C=C)=O